(E)-8-[2-[4-[4-(4-Fluorophenyl)butoxy]phenyl]ethenyl]-2-(1H-tetrazole-5-yl)-4H-1-benzopyran-4-one FC1=CC=C(C=C1)CCCCOC1=CC=C(C=C1)/C=C/C1=CC=CC=2C(C=C(OC21)C2=NN=NN2)=O